C[C@@H]([C@@H](CCCCCCCC)O)O (2S,3R)-undecane-2,3-diol